(R)-N-((S)-(4-Bromophenyl)(Phenyl)Methyl)-2-Methylpropane-2-Sulfinamide BrC1=CC=C(C=C1)[C@@H](N[S@](=O)C(C)(C)C)C1=CC=CC=C1